ClC=CCO\N=C(\CC1C(=C(C(CC1)=O)CC(C)SC)O)/C 2-[(E)-3-chloroallyloxyimino]propyl-[2-(methylthio)propyl]-3-hydroxycyclohex-2-enone